[O-]CCC.[Na+] Natrium propoxid